(methylaminothiocarbonyl)-2-phenyl-2-(4-(trifluoromethyl)-2-pyridyl)acetamide CNC(=S)C(C(=O)N)(C1=NC=CC(=C1)C(F)(F)F)C1=CC=CC=C1